Cl.C(C1=CC=CC=C1)(=O)C=1C(=NC=CC1)C benzoylpicoline hydrochloride